COP(=O)(OC)C1=NOCC1 dimethoxyphosphinyl-isoxazoline